N1(CCOCC1)C1=NC=2N(C(=N1)N)N=CC2C2=CN=NC=C2 2-(morpholin-4-yl)-8-(pyridazin-4-yl)pyrazolo[1,5-a][1,3,5]triazin-4-amine